OC1=CC=C2C(NC(C2=C1)C1=C(NC2=CC=CC=C12)CNCC1=CC=C2C=CN(C2=C1)CC=1N=CN(C1)CCCNC(OC(C)(C)C)=O)=O tert-butyl (3-(4-((6-((((3-(6-hydroxy-3-oxoisoindolin-1-yl)-1H-indol-2-yl)methyl)amino)methyl)-1H-indol-1-yl)methyl)-1H-imidazol-1-yl)propyl)carbamate